(aminomethyl)indole NCC=1NC2=CC=CC=C2C1